(3Z)-11-chloro-3-undecenylbutaneOxymethyl ether ClCCCCCCCCCC=CC(CCOCOCOCCC(C)C=CCCCCCCCCCCl)C